7-(3,4-difluorophenyl)-1-(2-morpholinoethyl)-3,4-dihydroquinolin-2(1H)-one FC=1C=C(C=CC1F)C1=CC=C2CCC(N(C2=C1)CCN1CCOCC1)=O